4-(4-chlorobenzyl)-2,5-dimethyl-thiophene ClC1=CC=C(CC=2C=C(SC2C)C)C=C1